C(C)NCCNC(CCCCCCCCCCCCCCC)=O N-[2-(ethylamino)ethyl]hexadecanoamide